4-chloro-2-(4-(pyridin-4-yl)phenyl)benzo[4,5]Thieno[3,2-d]Pyrimidine ClC=1C2=C(N=C(N1)C1=CC=C(C=C1)C1=CC=NC=C1)C1=C(S2)C=CC=C1